(1-(6-chloro-2-methylpyrimidin-4-yl)piperidin-4-yl)carbamic acid tert-butyl ester C(C)(C)(C)OC(NC1CCN(CC1)C1=NC(=NC(=C1)Cl)C)=O